[Ir+3].C(C1=CC=CC=C1)C1=C(C=CC=C1)P([O-])(=O)C1=CC=CC=C1.FC(C1=NNC(=C1)C1=NC=CC=C1)(F)F.FC(C1=NNC(=C1)C1=NC=CC=C1)(F)F.C(C1=CC=CC=C1)C1=C(C=CC=C1)P([O-])(=O)C1=CC=CC=C1.C(C1=CC=CC=C1)C1=C(C=CC=C1)P([O-])(=O)C1=CC=CC=C1 bis(3-trifluoromethyl-5-(2-pyridinyl)pyrazole) (benzyl diphenylphosphinate) iridium (III)